CNC(=O)C=1NC=C(N1)C1=CC(=NC=C1)C N-methyl-4-(2-methylpyridin-4-yl)-1H-imidazole-2-carboxamide